tert-butyl 4-[2-[6-[2-cyano-3-(cyclopentylsulfonylamino)-6-fluoro-phenoxy]-4-oxo-quinazolin-3-yl]ethyl]piperazine-1-carboxylate C(#N)C1=C(OC=2C=C3C(N(C=NC3=CC2)CCN2CCN(CC2)C(=O)OC(C)(C)C)=O)C(=CC=C1NS(=O)(=O)C1CCCC1)F